2-(2'-chloro-3'-((1-(1,5-dimethyl-4,5,6,7-tetrahydro-1H-imidazo[4,5-c]pyridin-2-yl)cyclopropyl)thio)-2-methyl-[1,1'-biphenyl]-3-yl)-5-(hydroxymethyl)benzo[d]oxazole-7-carbonitrile ClC1=C(C=CC=C1SC1(CC1)C=1N(C2=C(CN(CC2)C)N1)C)C1=C(C(=CC=C1)C=1OC2=C(N1)C=C(C=C2C#N)CO)C